C(CCC)N(CCCC)CCC[Si](OC)(OC)C γ-(N,N-dibutyl)aminopropylmethyldimethoxysilane